(1S,2R)-5-((2-methyl-[1,1'-biphenyl]-3-yl)methoxy)-1-((2-(4-methylpiperazin-1-yl)ethyl)amino)-2,3-dihydro-1H-inden-2-ol CC1=C(C=CC=C1COC=1C=C2C[C@H]([C@H](C2=CC1)NCCN1CCN(CC1)C)O)C1=CC=CC=C1